C1(=CC=C(C=C1)C1=CC(=NC(=C1)C1=NC=CC=C1)C1=NC=CC=C1)C1=CC(=NC(=C1)C1=NC=CC=C1)C1=NC=CC=C1 4',4''''-(1,4-Phenylene)bis(2,2':6',2''-terpyridine)